3-(5-bromo-2-methylpyridin-3-yl)-6-(difluoromethyl)imidazo[1,2-b]Pyridazine BrC=1C=C(C(=NC1)C)C1=CN=C2N1N=C(C=C2)C(F)F